tert-butyl 3-(3-chloro-2-methyl-5-nitrophenoxy)pyrrolidine-1-carboxylate ClC=1C(=C(OC2CN(CC2)C(=O)OC(C)(C)C)C=C(C1)[N+](=O)[O-])C